BrC=1C=C2C(=NC1)NC=C2C(=O)C=2C(=C(C=CC2F)NS(=O)(=O)C(C)C)F N-[3-(5-bromo-1H-pyrrolo[2,3-b]pyridine-3-carbonyl)-2,4-difluoro-phenyl]propane-2-sulfonamide